ClC=1C=CC(=C(C1)C1=CC=CC=C1)C1=CC=CC2=CC=CC=C12 1-(5-chloro-biphenyl-2-yl)-naphthalene